[N-(4-Amino-5-benzoylthiazol-2-yl)-2-fluoro-4-(trifluoromethoxy)anilino]propanamid NC=1N=C(SC1C(C1=CC=CC=C1)=O)N(C1=C(C=C(C=C1)OC(F)(F)F)F)C(C(=O)N)C